(1s,3s)-3-((4-ethyl-2-(5-(hydroxymethyl)-1-methyl-1H-pyrazol-4-yl)pyrimidin-5-yl)oxy)cyclohexane-1-carboxylic acid isopropyl ester C(C)(C)OC(=O)[C@@H]1C[C@H](CCC1)OC=1C(=NC(=NC1)C=1C=NN(C1CO)C)CC